7-((3,4-Difluorobenzyl)oxy)-2-(3-(dimethylamino)propanoyl)-3,4,11,11a-tetrahydro-1H-pyrazino[1',2':3,4]imidazo[1,2-c]pyrimidin-9(2H)-one FC=1C=C(COC=2C=C3N(C(N2)=O)CC2N3CCN(C2)C(CCN(C)C)=O)C=CC1F